2-(nicotinamido)-propanoate C(C1=CN=CC=C1)(=O)NC(C(=O)[O-])C